((3S,7aR)-7a-((trityloxy)methyl)hexahydro-1H-pyrrolizin-3-yl)methyl decyl(methyl)carbamate C(CCCCCCCCC)N(C(OC[C@@H]1CC[C@]2(CCCN12)COC(C1=CC=CC=C1)(C1=CC=CC=C1)C1=CC=CC=C1)=O)C